C(C=C)N1N(C2=NC(=NC=C2C1=O)NC1=CC=C(C=C1)N1CCNCC1)C1=CC=C2C(=N1)[C@@](CC2)(O)CC 2-allyl-1-[(7R)-7-ethyl-7-hydroxy-5,6-dihydrocyclopenta[b]pyridin-2-yl]-6-(4-piperazin-1-ylanilino)pyrazolo[3,4-d]pyrimidin-3-one